O=C1NC(CCC1N1C(C2=CC=C(C=C2C1=O)N(C)[C@@H]1[C@H](CCC1)N1CC(C1)OCC)=O)=O 2-(2,6-Dioxopiperidin-3-yl)-5-(((1S,2S)-2-(3-ethoxyazetidin-1-yl)cyclopentyl)(methyl)amino)isoindolin-1,3-dion